tert-butyl N-[1-[(1-cyano-6-formyl-6,7-dihydro-5H-cyclopenta[c]pyridin-3-yl)oxymethyl]cyclopropyl]carbamate C(#N)C1=NC(=CC2=C1CC(C2)C=O)OCC2(CC2)NC(OC(C)(C)C)=O